5-((4-(5,6-dimethylthieno[2,3-d]pyrimidin-4-yl)piperidin-1-yl)methyl)-2-(2,4-dioxotetrahydropyrimidin-1(2H)-yl)isoindoline-1,3-dione CC1=C(SC=2N=CN=C(C21)C2CCN(CC2)CC=2C=C1C(N(C(C1=CC2)=O)N2C(NC(CC2)=O)=O)=O)C